N-Boc-L-glycine ethyl ester C(C)OC(CNC(=O)OC(C)(C)C)=O